C1=C(C=CC(=C1)N=C=O)N=C=O 2,5-phenylenediisocyanate